oleylpalmitic acid C(CCCCCCC\C=C/CCCCCCCC)C(C(=O)O)CCCCCCCCCCCCCC